4-((3-(5-fluoropyrimidin-2-yl)-2-methoxyphenyl)Amino)-N-(methyl-d3)-6-(pyridin-2-ylamino)nicotinamide FC=1C=NC(=NC1)C=1C(=C(C=CC1)NC1=CC(=NC=C1C(=O)NC([2H])([2H])[2H])NC1=NC=CC=C1)OC